4-((4-(4H-1,2,4-triazol-3-yl)piperidin-1-yl)sulfonyl)-N-(4-propylphenyl)aniline N=1N=C(NC1)C1CCN(CC1)S(=O)(=O)C1=CC=C(NC2=CC=C(C=C2)CCC)C=C1